(1S,3'R,4'S,5'S,6'R)-6'-methyl-6-(4-ethyloxylbenzyl)-5-chloro-3',4',5',6'-tetrahydro-3H-spiro[isobenzofuran-1,2'-pyran]-3',4',5'-triol C[C@@H]1[C@H]([C@@H]([C@H]([C@]2(O1)OCC1=CC(=C(C=C12)CC1=CC=C(C=C1)OCC)Cl)O)O)O